C(C)N1N=C2N=C(C=NC2=C1)N[C@@H](C)C=1C=C(C=CC1)NC(C1=CC(=C(C=C1)CN1CC2(C1)CN(C2)C)C)=O (S)-N-(3-(1-((2-ethyl-2H-pyrazolo[3,4-b]pyrazin-6-yl)amino)ethyl)phenyl)-3-methyl-4-((6-methyl-2,6-diazaspiro[3.3]heptan-2-yl)methyl)benzamide